ClC=1C=C2C(=C3C4(NC(NC13)=O)CCCCC4)OC(=C2)C(=O)NCC=2C=NN(C2)C 5'-chloro-N-[(1-methyl-1H-pyrazol-4-yl)methyl]-7'-oxo-7',8'-dihydro-6'H-spiro[cyclohexane-1,9'-furo[2,3-f]quinazoline]-2'-carboxamide